C(=O)(O)CC1=NC(=NC(=C1C(=O)O)N1[C@@H](CC1)C)SC 4-(carboxymethyl)-6-[(2R)-2-methylazetidin-1-yl]-2-(methylsulfanyl)pyrimidine-5-carboxylic acid